3-benzyl-1-(trans-4-((5-cyano-4-((2-(pyrrolidin-1-yl)-ethyl)amino)pyrimidin-2-yl)amino)cyclohexyl)-1-(5-(1-methyl-1H-pyrazol-4-yl)pyridin-2-yl)urea C(C1=CC=CC=C1)NC(N(C1=NC=C(C=C1)C=1C=NN(C1)C)[C@@H]1CC[C@H](CC1)NC1=NC=C(C(=N1)NCCN1CCCC1)C#N)=O